Piperidine-1,4-dicarboxylic acid 1-(tert-butyl) 4-ethyl ester C(C)OC(=O)C1CCN(CC1)C(=O)OC(C)(C)C